BrC1=CN=C2NC(C=3N(C2=C1C)C(=NN3)C)(C)C 8-bromo-1,4,4,9-tetramethyl-4,5-dihydro-2,3,5,6,9b-pentaaza-cyclopenta[a]naphthalene